C1(=CC=CC=C1)N(C1=CC=C(C2=CC=C(N(C3=CC(=CC=C3)C)C3=CC=CC=C3)C=C2)C=C1)C1=CC(=CC=C1)C diphenyl-N,N'-bis(m-methylphenyl)benzidine